C1C(C=CC=N1)C(=O)N dihydronicotinamide